[I-].C[N+]1=C(SC2=C1C=C(C=C2)C)C=CC2=CC=C(C=C2)N2CCCCC2 3,5-dimethyl-2-(4-(piperidin-1-yl)styryl)benzo[d]thiazol-3-ium iodide